FC=1C=CC(=NC1)C(CO)OC1=NN2C(C=CC(=C2)C=2C=NN(C2C)C2CCC(CC2)O)=C1C#N [1-(5-fluoro-2-pyridyl)-2-hydroxy-ethoxy]-6-[1-(4-hydroxycyclohexyl)-5-methyl-pyrazol-4-yl]pyrazolo[1,5-a]pyridine-3-carbonitrile